6-phospho-5-dehydro-2-deoxy-D-gluconate P(=O)(O)(O)OCC([C@H]([C@@H](CC(=O)[O-])O)O)=O